2-allylsulfanyl-1-(3-nitrophenyl)ethan-1-one C(C=C)SCC(=O)C1=CC(=CC=C1)[N+](=O)[O-]